L-Phenylalanyl-L-ornithyl-L-prolyl-3-cyclohexyl-D-alanyl-L-tryptophyl-L-arginine N[C@@H](CC1=CC=CC=C1)C(=O)N[C@@H](CCCN)C(=O)N1[C@@H](CCC1)C(=O)N[C@H](CC1CCCCC1)C(=O)N[C@@H](CC1=CNC2=CC=CC=C12)C(=O)N[C@@H](CCCNC(N)=N)C(=O)O